1-(Furan-2-yl)-3-hydroxy-2-methylpropan-1-one O1C(=CC=C1)C(C(CO)C)=O